C1(=CC=CC=C1)S(=O)C1=CC=2C(C3=CC=CC=C3C2C=C1)(C)C 2-[(phenyl)sulfinyl]-9,9-dimethylfluorene